phenyl-(1-fluorovinyl)disulfide C1(=CC=CC=C1)SSC(=C)F